3-(3-methyl-2-thienyl)acrylic acid CC1=C(SC=C1)C=CC(=O)O